1-bromo-4-(cyclopropylmethoxy)-2-(trifluoromethyl)benzene methyl-2,2-diphenylcyclopropanecarboxylate COC(=O)C1C(C1)(C1=CC=CC=C1)C1=CC=CC=C1.BrC1=C(C=C(C=C1)OCC1CC1)C(F)(F)F